6-fluoro-5-iodo-1-methyl-1,3-benzodiazole FC=1C(=CC2=C(N(C=N2)C)C1)I